2-(4-Chloro-5,6,7,8-tetrahydrophthalazin-1-yl)-5-(trifluoromethyl)phenol ClC1=NN=C(C=2CCCCC12)C1=C(C=C(C=C1)C(F)(F)F)O